Racemic-N5-ethyl-3-(2-hydroxy-1-phenylethoxy)-N2-methyl-1H-pyrrole-2,5-dicarboxamide C(C)NC(=O)C1=CC(=C(N1)C(=O)NC)O[C@@H](CO)C1=CC=CC=C1 |r|